S-(benzo[d]thiazol-2-yl) 6-methyl-4-oxo-4H-chromen-2-thiocarboxylate CC=1C=C2C(C=C(OC2=CC1)C(SC=1SC2=C(N1)C=CC=C2)=O)=O